(S)-2-((tert-butoxycarbonyl)amino)-2-cyclopropylacetic acid C(C)(C)(C)OC(=O)N[C@H](C(=O)O)C1CC1